O(C)C1=CC=C(C=C1)S(=O)(=N)C S-(4-Methoxylphenyl)-S-methyl-sulfoximine